1-(5-(5-(difluoromethoxy)-6-methoxypyridin-3-yl)pyrazolo[1,5-A]pyridin-2-yl)-3-((1S,3S)-3-hydroxycyclopentyl)urea FC(OC=1C=C(C=NC1OC)C1=CC=2N(C=C1)N=C(C2)NC(=O)N[C@@H]2C[C@H](CC2)O)F